N-(4-(1-(3-fluoro-4-((2-morpholinoethyl)amino)benzoyl)-3-methyl-1,2,3,6-tetrahydropyridin-4-yl)-1H-pyrrolo[2,3-b]pyridin-6-yl)cyclopropylcarboxamide FC=1C=C(C(=O)N2CC(C(=CC2)C2=C3C(=NC(=C2)NC(=O)C2CC2)NC=C3)C)C=CC1NCCN1CCOCC1